P(=O)(O)(O)OC=1C=C(C=2C(C(=COC2C1)C1=CC=C(O)C=C1)=O)O Genistein 7-O-phosphate